2-(trifluoromethyl)oxirane-2-carboxylic acid benzyl ester C(C1=CC=CC=C1)OC(=O)C1(OC1)C(F)(F)F